5-phenylpentan-2,4-dienal C1(=CC=CC=C1)C=CC=CC=O